C(C)(C)(C)OC(=O)NC=1C=2C=C3N(C2C(=C(C1)Cl)Cl)CCN(C3)C(=O)OC(C)(C)C tert-Butyl 9-(tert-butoxycarbonylamino)-6,7-dichloro-3,4-dihydro-1H-pyrazino[1,2-a]indole-2-carboxylate